C1(=CC=CC=C1)[C@H]1[C@@H](N1)C(=O)OCC ethyl (2r,3s)-3-phenylazacyclopropane-2-carboxylate